C(C)OC1=C2C=C(CN=C2CC=N1)C(=O)N 5-ethoxy-2,8-dihydro-1,6-naphthyridine-3-carboxamide